Cl.Cl.BrC=1C=NN2C1N=C1C(=C2NC2CC(C2)N)CCC12CC2 (1R,3R)-N1-(3-bromo-6,7-dihydrospiro[cyclopenta[d]pyrazolo[1,5-a]pyrimidine-5,1'-cyclopropane]-8-yl)cyclobutane-1,3-diamine dihydrochloride